Methyl 3-(3-(3-(3-(4-(trifluoromethoxy)phenyl)ureido) phenoxy)azetidin-1-yl)-2-(1H-pyrrol-1-yl)benzoate FC(OC1=CC=C(C=C1)NC(NC=1C=C(OC2CN(C2)C=2C(=C(C(=O)OC)C=CC2)N2C=CC=C2)C=CC1)=O)(F)F